C(CCCCCCCCCCCCCCCCCCC)(=O)N arachidamid